3-chloro-N-(1-(2-hydroxyphenyl)naphthalen-2-yl)benzamide ClC=1C=C(C(=O)NC2=C(C3=CC=CC=C3C=C2)C2=C(C=CC=C2)O)C=CC1